C(C)N(C1=CC(=C(\C=N\NC(=O)C=2SC=CC2)C=C1)O)CC (E)-N'-(4-(diethylamino)-2-hydroxybenzylidene)thiophene-2-carbohydrazide